5-ethynyl-6-fluoro-4-(8-fluoro-4-((trans-2-fluorocyclopropyl)(methyl)amino)-2-(((2R,7aS)-2-methoxytetrahydro-1H-pyrrolizin-7a(5H)-yl)methoxy)pyrido[4,3-d]pyrimidin-7-yl)naphthalen-2-ol C(#C)C1=C2C(=CC(=CC2=CC=C1F)O)C1=C(C=2N=C(N=C(C2C=N1)N(C)[C@H]1[C@@H](C1)F)OC[C@]12CCCN2C[C@@H](C1)OC)F